C(C)(C)N1C(=NN=C1)C1=CC=CC(=N1)NC(=O)C1=NC2=C(N1C)C=CC=C2 N-(6-(4-isopropyl-4H-1,2,4-triazol-3-yl)pyridin-2-yl)-1-methyl-1H-benzo[d]imidazole-2-carboxamide